(2S)-1-acetamido-3-chloropropan-2-yl acetate C(C)(=O)O[C@@H](CNC(C)=O)CCl